C(C)OC([C@@H](CCCC1=CC=C(C=C1)OCCOCCOCC)O)=O |r| racemic-ethyl-5-{4-[2-(2-ethoxyethoxy)ethoxy]phenyl}-2-hydroxypentanoate